CC=1N(N=C2C(N(N=C(C21)C)CCCC(=O)NCCC2=CC=C(C(=O)O)C=C2)=O)C2=CC=C(C=C2)C 4-(2-(4-(3,4-dimethyl-7-oxo-2-(p-tolyl)-2,7-dihydro-6H-pyrazolo[3,4-d]pyridazin-6-yl)butanamido)ethyl)benzoic acid